C[Si](C)(C)C=1C(=NCCC1)[Si](C)(C)C bis(trimethylsilyl)aza-cyclohexadiene